2,2'-thiobisacetaldehyde dioxime S(CC=NO)CC=NO